C1=NC=CC2=CC(=CC=C12)CC(=O)N1CCC(CC1)N1C(NC2=C1C(=CC=C2)C(F)(F)F)=O (1-(2-(isoquinolin-6-yl)acetyl)piperidin-4-yl)-7-(trifluoromethyl)-1,3-dihydro-2H-benzo[d]imidazol-2-one